3-amino-N-(6-(4-isopropyl-4H-1,2,4-triazol-3-yl)pyridin-2-yl)-6-methoxy-1H-indazole-1-carboxamide NC1=NN(C2=CC(=CC=C12)OC)C(=O)NC1=NC(=CC=C1)C1=NN=CN1C(C)C